(8R,9R,10S,11R,13R,14R,17S)-17-glycoloyl-11-hydroxy-10,13-dimethyl-3-oxo-2,3,6,7,8,9,10,11,12,13,14,15,16,17-tetradecahydro-1H-cyclopenta[a]phenanthren-17-yl benzoate C(C1=CC=CC=C1)(=O)O[C@]1(CC[C@@H]2[C@H]3CCC4=CC(CC[C@]4([C@@H]3[C@@H](C[C@@]12C)O)C)=O)C(CO)=O